C(C)(C)(C)OC(=O)N1CCN(CC1)C1=CC=C(C=C1)NCCC1=CC=CC=C1 4-(4-(Phenylethylamino)phenyl)piperazine-1-carboxylic acid tert-butyl ester